octyl-1-[10-(4-Octyliminopyridin-1-yl)decyl]pyridin-4-imine C(CCCCCCC)C=1N(C=CC(C1)=N)CCCCCCCCCCN1C=CC(C=C1)=NCCCCCCCC